Cl.OC[C@H]1NC[C@@H]([C@H]([C@@H]1O)O)O (2R,3R,4R,5S)-2-(hydroxymethyl)piperidine-3,4,5-triol hydrochloride